NC1=NC=2C=C(C(=CC2C=2N1N=C(N2)C2CN(CCCC2)C=2C=NN(C2)CC(C)(O)C)F)OC 1-(4-(3-(5-amino-9-fluoro-8-methoxy-[1,2,4]triazolo[1,5-c]quinazolin-2-yl)azepan-1-yl)-1H-pyrazol-1-yl)-2-methylpropan-2-ol